3-chloro-2-fluoro-4-(thiazol-4-ylmethoxy)aniline ClC=1C(=C(N)C=CC1OCC=1N=CSC1)F